N-[(1S)-5-[2-(2-aminopyridin-3-yl)-5-(pyrazol-1-yl)imidazo[4,5-b]pyridin-3-yl]-2,3-dihydro-1H-inden-1-yl]-6-oxa-3-azabicyclo[3.2.1]octan-8-amine NC1=NC=CC=C1C1=NC=2C(=NC(=CC2)N2N=CC=C2)N1C=1C=C2CC[C@@H](C2=CC1)NC1C2CNCC1OC2